FC1(CC(C1)(C)CN1N=C(C(=C1C(=O)O)C(F)(F)F)C1C(C1)(F)F)F 1-((3,3-Difluoro-1-methylcyclobutyl)methyl)-3-(2,2-difluorocyclopropyl)-4-(trifluoromethyl)-1H-pyrazole-5-carboxylic acid